C(C)(C)(C)OC([C@H]([C@@H](C)[C@H]1OC(OC1)(CC)CC)NC(=O)OCC1=CC=CC=2C3=CC=CC=C3CC12)=O (2S,3R)-3-[(4R)-2,2-diethyl-1,3-dioxolan-4-yl]-2-(fluorenylmethyloxycarbonyl-amino)butanoic acid t-butylester